5-(N-(2-(3,8-diazabicyclo[3.2.1]octan-8-yl)phenyl)-N-phenylethylsulfamoyl)-3-methylbenzofuran-2-carboxylic acid ethyl ester C(C)OC(=O)C=1OC2=C(C1C)C=C(C=C2)S(N(CCC2=CC=CC=C2)C2=C(C=CC=C2)N2C1CNCC2CC1)(=O)=O